(R)-1-(5-(6-chloro-7-fluoro-5-methoxy-1-methyl-3-(1H-pyrazol-4-yl)-1H-indol-2-yl)-4H-1,2,4-triazol-3-yl)-2-methoxyethan-1-ol ClC1=C(C=C2C(=C(N(C2=C1F)C)C=1NC(=NN1)[C@H](COC)O)C=1C=NNC1)OC